((S)-S-(difluoromethyl)sulfonimidoyl)-N-((2-(6-((cis)-2,6-dimethylmorpholino)-4-fluoropyridin-2-yl)-1,6-naphthyridin-7-yl)methyl)benzamide FC([S@](=O)(=N)C1=C(C(=O)NCC2=NC=C3C=CC(=NC3=C2)C2=NC(=CC(=C2)F)N2C[C@@H](O[C@@H](C2)C)C)C=CC=C1)F